[2-[[[1-(4-chlorophenyl) pyrazol-3-yl] oxy] methyl] phenyl]-N-methoxycarbamate ClC1=CC=C(C=C1)N1N=C(C=C1)OCC1=C(C=CC=C1)OC(NOC)=O